5-fluoro-1,6-dimethyl-2-oxo-1,2-dihydropyridine-3-carboxylic acid FC=1C=C(C(N(C1C)C)=O)C(=O)O